2-(4-chloro-2-methoxyphenyl)-1-(5-fluoro-6-methoxy-1H-indol-3-yl)-2-((3-methoxy-5-(methylsulfonyl)phenyl)-amino)ethanone ClC1=CC(=C(C=C1)C(C(=O)C1=CNC2=CC(=C(C=C12)F)OC)NC1=CC(=CC(=C1)S(=O)(=O)C)OC)OC